C(=C)C1=CC=C(CN(C2=CC=CC=C2)C(CC)C)C=C1 4-vinyl-N-(1-methylpropyl)-N-phenylbenzylamine